NC1CC(C1)CN(C1=C2CN(C(C2=CC=C1)=O)C1C(NC(CC1)=O)=O)CC1CC2(C1)CCC2 3-(4-((((1r,3r)-3-aminocyclobutyl)methyl)(spiro[3.3]heptan-2-ylmethyl)amino)-1-oxoisoindolin-2-yl)piperidine-2,6-dione